1-isopropyl-3-(4-fluorophenyl)-N-(3-fluoro-4-((5-methylpyrazolo[1,5-a]pyrimidine-7-yl)oxy)phenyl)-2,4-dioxo-1,2,3,4-tetrahydropyrimidine-5-carboxamide C(C)(C)N1C(N(C(C(=C1)C(=O)NC1=CC(=C(C=C1)OC1=CC(=NC=2N1N=CC2)C)F)=O)C2=CC=C(C=C2)F)=O